C(C1=CC=CC=C1)N1C2=NC=NC(=C2N=C1C=1C(=CC(=NC1)N1CC(C1)N(C)C)C)OC1(CC1)C 1-(5-(9-benzyl-6-(1-methylcyclopropoxy)-9H-purin-8-yl)-4-methylpyridin-2-yl)-N,N-dimethylazetidin-3-amine